[Ru](=O)(=O)(=O)[O-].C(CC)[N+](CCC)(CCC)CCC tetra-n-propylammonium perruthenate